NC1=NC=CC=C1S(=O)(=O)NC(=O)C=1C(=NC(=CC1)N1N=C(C=C1)OCC(C)(C)C)N1C(C[C@@H](C1)C)(C)C N-[(2-amino-3-pyridyl)sulfonyl]-6-[3-(2,2-dimethylpropoxy)pyrazol-1-yl]-2-[(4S)-2,2,4-trimethylpyrrolidin-1-yl]pyridine-3-carboxamide